OCCN1N=C(C=C1C(NC(CC)CC)=O)C=1C=C(C=CC1)C=1OC(=CN1)C(=O)NC(C(C)C)CC 2-(3-(1-(2-hydroxyethyl)-5-(pentan-3-ylcarbamoyl)-1H-pyrazol-3-yl)phenyl)-N-(2-methylpentan-3-yl)oxazole-5-carboxamide